CN1N=C(C(=C1)NC1=NC=C(C(=N1)C1=CN(C2=CC(=CC=C12)NC(C=C)=O)C)F)C N-[3-[2-[(1,3-dimethylpyrazol-4-yl)amino]-5-fluoro-pyrimidin-4-yl]-1-methyl-indol-6-yl]prop-2-enamide